C(C=C)(=O)N=C=O Acrylic isocyanate